ClC=1C=CC(=C(C1)O)C1=C(N=C(N=N1)N[C@H]1CN(CCC1)CC)C 5-chloro-2-[3-[[(3R)-1-ethyl-3-piperidinyl]amino]-5-methyl-1,2,4-triazin-6-yl]phenol